FC(C(=O)O)(F)F.C(CC)(=O)O propanoic acid, trifluoroacetate salt